N-(3-(6-(4-((4-(2-Aminoethyl)piperazin-1-yl)methyl)phenyl)-7H-pyrrolo[2,3-d]pyrimidin-4-yl)-5-fluoro-2-methylphenyl)-2-fluoro-4-(2-hydroxypropan-2-yl)benzamide NCCN1CCN(CC1)CC1=CC=C(C=C1)C1=CC2=C(N=CN=C2C=2C(=C(C=C(C2)F)NC(C2=C(C=C(C=C2)C(C)(C)O)F)=O)C)N1